N=1NN=NC1C1CCN(CC1)CC[C@H](C1=CC=C(C=C1)C=1C=NC(=C(C1)F)O)NC(=O)[C@H]1SC2=NC=3CCCCC3C=C2N1C(C)(C)C (R)-N-((R)-3-(4-(2H-tetrazol-5-yl)piperidin-1-yl)-1-(4-(5-fluoro-6-hydroxypyridin-3-yl)phenyl)propyl)-1-(tert-butyl)-5,6,7,8-tetrahydrothiazolo[5,4-b]quinoline-2-carboxamide